C(C1=CC=CC=C1)NCC=1N=C2N(C(=NC=3C(=CC=CC23)Br)N)C1 2-((benzylamino)methyl)-7-bromoimidazo[1,2-c]quinazolin-5-amine